FC1=C(C=CC(=C1)F)C1=CC(=C(C=C1)OC)NC1=NC=NC2=CC(=C(C=C12)NC1CCN(CC1)C(C=C)=O)OCC 1-(4-((4-((2',4'-difluoro-4-methoxy-[1,1'-biphenyl]-3-yl)amino)-7-ethoxyquinazoline-6-yl)amino)piperidin-1-yl)prop-2-en-1-one